C(CCCCCCCCCCCCC)N1C=[N+](C=C1)CCCCCCCCCCCCCC 1,3-di(tetradecyl)imidazolium